phenyl-quinoline-3-carboxamide C1(=CC=CC=C1)C1=NC2=CC=CC=C2C=C1C(=O)N